silver tin-oxide [Sn]=O.[Ag]